C(C)OCOC1=C(C=CC=C1C[C@H]([C@@H](CC=1C(=C(C=CC1)C1=C(C=C(C=C1C)C)C)OCOCC)O)O)C1=C(C=C(C=C1C)C)C |r| rac-(2R,3R)-1,4-bis(2-(ethoxymethoxy)-2',4',6'-trimethyl-[1,1'-biphenyl]-3-yl)butane-2,3-diol